NC1=C(CC(C1)CC(F)(F)F)C(=O)OCC ethyl 2-amino-4-(2,2,2-trifluoroethyl)cyclopent-1-ene-1-carboxylate